2-(diphenyl-phosphonomethyl)-phenol C1(=CC=CC=C1)C(C1=C(C=CC=C1)O)(P(=O)(O)O)C1=CC=CC=C1